1-methyl-2-(trifluoromethyl)imidazo[4,5-c]pyridin-7-amine CN1C(=NC=2C=NC=C(C21)N)C(F)(F)F